N-[4-Fluoro-2-methyl-5-[5-(trifluoromethyl)-4H-1,2,4-triazol-3-yl]phenyl]pyrazolo[1,5-a]pyridine-3-carboxamide FC1=CC(=C(C=C1C1=NN=C(N1)C(F)(F)F)NC(=O)C=1C=NN2C1C=CC=C2)C